COC=1C=CC2=C(CSCC3=C2C=CC(=C3)OC)C1 3,9-dimethoxy-5,7-dihydrodibenzo[c,e]thiepine